FC(C1=CC(=NO1)C=CC1CCC2(CN(C2)C(=O)OC(C)(C)C)CC1)(F)F Tert-butyl 7-{2-[5-(trifluoromethyl)-1,2-oxazol-3-yl]ethenyl}-2-azaspiro[3.5]nonane-2-carboxylate